4-[5-(3-chloro-1H-1,2,4-triazol-1-yl)-3-ethyl-4-hydroxy-6-oxopyridazin-1(6H)-yl]-3,5-dimethylbenzoic acid methyl ester COC(C1=CC(=C(C(=C1)C)N1N=C(C(=C(C1=O)N1N=C(N=C1)Cl)O)CC)C)=O